2-s-butyl-1,3-dimethoxypropane C(C)(CC)C(COC)COC